C(\C=C\C(=O)O)(=O)O.NC[C@@H]1N(CCC1)C1=C(C=CC(=C1C(F)(F)F)OC1=CC=CC=C1)NC(=O)C=1N=C(SC1)C1=CN=NC=C1 N-{2-[(2R)-2-(aminomethyl)pyrrolidin-1-yl]-4-phenoxy-3-(trifluoromethyl)phenyl}-2-(pyridazin-4-yl)-1,3-thiazole-4-carboxamide mono[(2E)-2-butenedioic acid] salt